ClC1=C(C(=O)NC=2C(=NN(C2)C(NC2=C(C=CC=C2)OC)=O)C(=O)NC2CCN(CC2)C(=O)OC(C)(C)C)C(=CC=C1)Cl tert-butyl 4-(4-(2,6-dichlorobenzamido)-1-((2-methoxyphenyl)carbamoyl)-1H-pyrazole-3-carboxamido)piperidine-1-carboxylate